O[C@@H]([C@H](CC1=CC=CC=C1)NC(OC(C)(C)C)=O)CN[C@@H](C)C1=CC=CC=C1 tert-butyl ((2S,3R)-3-hydroxy-1-phenyl-4-(((S)-1-phenylethyl)amino)butan-2-yl)carbamate